N-(4-fluoro-3-((1S)-1-((2-(morpholin-2-ylmethyl)-2H-pyrazolo[3,4-b]pyrazin-6-yl)amino)ethyl)phenyl)-5-methylnicotinamide FC1=C(C=C(C=C1)NC(C1=CN=CC(=C1)C)=O)[C@H](C)NC=1C=NC=2C(N1)=NN(C2)CC2CNCCO2